CC1=CC=CC(=N1)N (6-methyl-pyridin-2-yl)-amine